1-(5-bromopyridin-2-yl)-3-hydroxycyclobutanecarboxylic acid BrC=1C=CC(=NC1)C1(CC(C1)O)C(=O)O